OC=1C=C(C=CC1OC)C(=O)C1=C(C=CC=C1)O (3-hydroxy-4-methoxyphenyl)(2-hydroxyphenyl)methanone